4-Acetyl-1-((2-(trimethylsilyl)ethoxy)methyl)pyridin-2(1H)-one C(C)(=O)C1=CC(N(C=C1)COCC[Si](C)(C)C)=O